BrC1=C(C=CC(=C1)F)/C=C/C(=O)O (E)-3-(2-bromo-4-fluorophenyl)acrylic acid